BrC=1C=C(C(=NC1)OCCCN1CC(CC1)F)NS(=O)(=O)C N-(5-Bromo-2-(3-(3-fluoropyrrolidin-1-yl)propoxy)pyridin-3-yl)methanesulfonamide